4-(methylsulfanyl-methyl)piperidine-4-ol hydrochloride Cl.CSCC1(CCNCC1)O